FC(OC=1C=C(C=CC1)/C=C/C(=O)O)(F)F (E)-3-(3-trifluoromethoxyphenyl)acrylic acid